CN1C(C(=C(C2=CC=C(C=C12)N([C@H]1COCC1)C)N1CCC(CC1)C=1OC2=C(N1)C=C(C=C2)C)C(=O)N)=O 1-methyl-4-[4-(5-methyl-1,3-benzoxazol-2-yl)piperidin-1-yl]-7-{methyl[(3R)-oxolan-3-yl]amino}-2-oxo-1,2-dihydroquinoline-3-carboxamide